C(=O)(OC(C)(C)C)NCCCCN=C=S N-Boc-4-isothiocyanatobutylamine